ClC1=CC=C(C(=O)NCCC2=CC=C(C=C2)O)C=C1 N-(4-chlorobenzoyl)-tyramine